(S)-4-(7-bromo-2-chloro-8-fluoro-6-iodoquinazolin-4-yl)-3-methylpiperazine-1-carboxylic acid tert-butyl ester C(C)(C)(C)OC(=O)N1C[C@@H](N(CC1)C1=NC(=NC2=C(C(=C(C=C12)I)Br)F)Cl)C